3,5-dimethoxybenzylcyclohexylcarbamate COC=1C=C(CN(C([O-])=O)C2CCCCC2)C=C(C1)OC